CN1C(N(C2=NC(=NC=C12)NC=1C=NC(=CC1C)N1C=NC(=C1)C)C1CCOCC1)=O 7-methyl-2-((4-methyl-6-(4-methyl-1H-imidazol-1-yl)pyridin-3-yl)amino)-9-(tetrahydro-2H-pyran-4-yl)-7,9-dihydro-8H-purin-8-one